C[C@H]1[C@H](N(C[C@H](O1)C)C(=O)OC(C)(C)C)CNC1=NC=CC(=C1)C(F)(F)F tert-Butyl (2S,3R,6R)-2,6-dimethyl-3-(((4-(trifluoromethyl)pyridin-2-yl)amino)methyl)morpholine-4-carboxylate